C[C@@H]1[C@H]([C@H]([C@@H](O1)OC(=O)C)OC(=O)C)OC(=O)C 1,2,3-tri-O-acetyl-5-deoxy-beta-D-ribofuranose